FC1(CC12CC=1C(=NN(C1CC2)CC(=O)N2CCN(CC2)C2=C(C(=CC=C2)C)C)C(=O)N2C[C@@H]([C@@H](CC2)O)F)F 2-{2,2-difluoro-3'-[(3S,4R)-3-fluoro-4-hydroxypiperidine-1-carbonyl]-6',7'-dihydrospiro[cyclopropane-1,5'-indazol]-1'(4'H)-yl}-1-[4-(2,3-dimethylphenyl)piperazin-1-yl]ethan-1-one